(S)-1-(2-(trifluoromethyl)pyridin-3-yl)piperidin FC(C1=NC=CC=C1N1CCCCC1)(F)F